NC=1C=C(C=CC1Cl)C(C)=O 1-(3-amino-4-chlorophenyl)ethan-1-one